BrC=1C(=NC=CC1)NC(C(F)F)C=1C=NC=CC1 3-bromo-N-(2,2-difluoro-1-(pyridin-3-yl)ethyl)pyridin-2-amine